(R)-2-allyl-1-(7-ethyl-7-hydroxy-6,7-dihydro-5H-cyclopenta[b]pyridin-2-yl)-6-((1-(1-methylpiperidin-4-yl)-1H-indol-5-yl)amino)-1,2-dihydro-3H-pyrazolo[3,4-d]pyrimidin-3-one C(C=C)N1N(C2=NC(=NC=C2C1=O)NC=1C=C2C=CN(C2=CC1)C1CCN(CC1)C)C1=CC=C2C(=N1)[C@@](CC2)(O)CC